[N+](=O)([O-])C=1C=C2C3=C(C(OC(C3=CC=C2)=O)=O)C1 5-nitro-1H,3H-benzo[de]isochromene-1,3-dione